ClC1=CC(=C(C=N1)C=1C=NC(=CC1)CN1CCOCC1)N1C[C@H](CCC1)O (S)-1-(6-chloro-6'-(morpholinomethyl)-[3,3'-bipyridin]-4-yl)piperidin-3-ol